FC1=CC(=C(C=C1)C1=NC=C(C=N1)CCN)OC=1C=NN(C1)C1=NC=CC=C1 2-[2-[4-fluoro-2-(1-pyridin-2-ylpyrazol-4-yl)oxyphenyl]pyrimidin-5-yl]ethanamine